methyl 3-cyclopropyl-8-iodoquinoline-6-carboxylate C1(CC1)C=1C=NC2=C(C=C(C=C2C1)C(=O)OC)I